3-(2-methylbenzyl)isoindolin-1-one CC1=C(CC2NC(C3=CC=CC=C23)=O)C=CC=C1